C(C)[C@]1(C(OCC=2C(N3CC=4C(=NC=5C=C(C(=C6C5C4[C@H](CC6)NC6CN(C6)C(CO)=O)C)F)C3=CC21)=O)=O)O (1S,9S)-9-Ethyl-5-fluoro-9-hydroxy-1-((1-(2-hydroxyacetyl)azetidin-3-yl)amino)-4-methyl-1,2,3,9,12,15-hexahydro-10H,13H-benzo[de]pyrano[3',4':6,7]indolizino[1,2-b]quinoline-10,13-dione